OC1=C(\C=C/2\C(NC(S2)=S)=O)C=CC(=C1)O (Z)-5-(2,4-Dihydroxybenzylidene)-2-thioxo-1,3-thiazolidin-4-one